CC=1C=C2C(=C3CCCCC3=C(C2=CC1)OC(C(=C)C)=O)OC(C(=C)C)=O 6-methyl-9,10-dimethacryloyloxy-1,2,3,4-tetrahydroanthracene